(S)-2-(2-((tert-butyldimethylsilyl)oxy)propoxy)-N-(diphenylmethylene)pyrimidin-5-amine [Si](C)(C)(C(C)(C)C)O[C@H](COC1=NC=C(C=N1)N=C(C1=CC=CC=C1)C1=CC=CC=C1)C